N-(((2S,5R)-6-(benzyloxy)-7-oxo-1,6-diazabicyclo[3.2.1]octan-2-yl)(imino)methyl)acetamide C(C1=CC=CC=C1)ON1[C@@H]2CC[C@H](N(C1=O)C2)C(NC(C)=O)=N